(2-((5-chloro-2-((6-methyl-5,6,7,8-tetrahydro-4H-thiazolo[4,5-d]azepin-2-yl)amino)pyrimidin-4-yl)amino)phenyl)dimethylphosphine oxide ClC=1C(=NC(=NC1)NC=1SC2=C(CCN(CC2)C)N1)NC1=C(C=CC=C1)P(C)(C)=O